CN(C(CCCCCCC=CC)\C=C\CCCCCCC\C=C/CCCCCCCC)C (11E,20Z,23Z)-N,N-dimethyl-nonacosan-11,20,2-trien-10-amine